(6-ethyl-5-{4-[(5-hydroxy-6-methyl-4-pyrimidinyl)carbonyl]-1-piperazinyl}-4-oxo-2-(2-oxo-6-indolinyl)-1,3,3a,7-tetraaza-7-indenyl)acetamide C(C)C1=C(C(N2N=C(N=C2N1CC(=O)N)C1=CC=C2CC(NC2=C1)=O)=O)N1CCN(CC1)C(=O)C1=NC=NC(=C1O)C